NC1CCC(CC1)OC(CCC(=O)C=1SC2=C(C1)C(=C(C(=C2)OC)OCCCOC=2C(=C1CN(CC1=CC2OC)C(CCC(=O)OC(C)(C)C)=O)F)F)=O (4-aminocyclohexyl)-4-[5-[3-[2-(4-tert-butoxy-4-oxo-butanoyl)-4-fluoro-6-methoxy-isoindolin-5-yl] oxypropoxy]-4-fluoro-6-methoxy-benzothiophen-2-yl]-4-oxo-butanoate